C(N)(OCCCCN(CCC#CC)C1=C2CN(C(C2=CC=C1)=O)C1C(NC(CC1)=O)=O)=O (4-((2-(2,6-dioxopiperidin-3-yl)-1-oxoisoindolin-4-yl) (pent-3-yn-1-yl) amino) butyl) carbamate